C(C)OCC1=CC(=C(C(=C1)OC)C1=NC=C(C2=CC=CC=C12)C[C@@H](C(=O)O)NC(C1=CC=CC=C1)(C1=CC=CC=C1)C1=CC=CC=C1)OC (S)-3-(1-(4-(ethoxymethyl)-2,6-dimethoxyphenyl)isoquinolin-4-yl)-2-(triphenylmethylamino)propionic acid